ClC=1C=C(OCSCC2=NNC(O2)=S)C=CC1Cl 5-[(3,4-Dichlorophenoxymethylthio)methyl]-1,3,4-oxadiazole-2(3H)-thione